N-(2,6-dimethylphenyl)-2-methoxy-N-(2-oxo-3-oxazolidinyl)acetamide CC1=C(C(=CC=C1)C)N(C(COC)=O)N1C(OCC1)=O